FC(C(=O)O)(C1=C(C(=CC=C1)C(F)(F)F)OC)F 2,2-difluoro-2-[2-methoxy-3-(trifluoromethyl)phenyl]acetic acid